1-[2-Benzyloxy-6-hydroxy-4-methyl-phenyl]-3-(phenyl)prop-2-en-1-one C(C1=CC=CC=C1)OC1=C(C(=CC(=C1)C)O)C(C=CC1=CC=CC=C1)=O